O=C1C[C@@H]2C[C@H](N(C[C@@H]2CC1)C(=O)OCC1=CC=CC=C1)C(=O)OCC 2-benzyl 3-ethyl (3S,4aS,8aR)-6-oxo-decahydroisoquinoline-2,3-dicarboxylate